4-(4-Chlorothiofuran-2-yl)-5-(4-cyclohexylpiperazin-1-yl)thiazole-2-amine ClC=1C=C(SC1)C=1N=C(SC1N1CCN(CC1)C1CCCCC1)N